CN([C@H](CNC(C[C@H](C1(CC1)C(F)(F)F)C=1C=NC=C(C1)C)=O)CC=1C=C2C=NNC2=CC1)C (S)-N-((S)-2-(dimethylamino)-3-(1H-indazol-5-yl)propyl)-3-(5-methylpyridin-3-yl)-3-(1-(trifluoromethyl)cyclopropyl)propanamide